N-(mesyl)-2-((4-oxo-3,4-dihydroquinazolin-2-yl)thio)acetamide S(=O)(=O)(C)NC(CSC1=NC2=CC=CC=C2C(N1)=O)=O